BrC1=CC=C(C=C1)S(=O)(=O)N1C=CC2=CC(=CC=C12)OCCCN1CCCCC1 1-((4-Bromophenyl)sulfonyl)-5-(3-(piperidin-1-yl)propoxy)-1H-indole